C(CCC)S(=O)(=O)O 1-butylsulphonic acid